4-(1-methyl-1H-indol-3-yl)pyrimidine-5-carboxylic acid CN1C=C(C2=CC=CC=C12)C1=NC=NC=C1C(=O)O